N1(N=CC=C1)CCNC(=O)NC1=NN2C(C=C(C=C2)C=2C=NC(=C(C2)C(F)(F)F)OC)=C1 1-(2-(1H-pyrazol-1-yl)ethyl)-3-(5-(6-methoxy-5-(trifluoromethyl)pyridin-3-yl)pyrazolo[1,5-A]pyridin-2-yl)urea